N-(tert-butylamino)-8-(2-fluorobenzyl)-4-(5-methylfuran-2-yl)pyrazolo[1,5-a][1,3,5]triazin-2-amine C(C)(C)(C)NNC1=NC=2N(C(=N1)C=1OC(=CC1)C)N=CC2CC2=C(C=CC=C2)F